C(#N)[C@H]1[C@@H](C1)C1=CN(C2=C1C=NC(=C2)NC(C)=O)C2=NC(=NC=C2)C(C)(F)F N-(3-((1R,2R)-2-cyanocyclopropyl)-1-(2-(1,1-difluoroethyl)pyrimidin-4-yl)-1H-pyrrolo[3,2-c]pyridin-6-yl)acetamide